C1(=CC=CC=C1)C(C1=CC=CC=C1)(C1=CC=CC=C1)SC[C@@H](CO)O (2R)-3-[(triphenylmethyl)sulfanyl]propane-1,2-diol